C(C)N(C(=O)N[C@H](C(F)(F)F)CCC(F)(F)F)[C@H](C)C1=NC=C(C(=C1OC)C=1N=C(C=2N(C1)C=CN2)C)OC 1-ethyl-3-((S)-1,1,1,5,5,5-hexafluoropentan-2-yl)-1-((R)-1-(5-methoxy-3-methoxy-4-(8-methylimidazo[1,2-a]pyrazin-6-yl)pyridin-2-yl)ethyl)urea